2α,3α-dihydroxy-24-ethyl-24,24-dimethyl-5α-cholan-6-one O[C@H]1[C@H](C[C@@H]2C(C[C@H]3[C@@H]4CC[C@H]([C@@H](CCC(C)(C)CC)C)[C@]4(CC[C@@H]3[C@]2(C1)C)C)=O)O